(S)-6-(4-(1-(2-aminopyridin-3-yl)ethyl)-8-chloro-5,6-dihydro-4H-[1,4]oxazepino[5,6,7-de]quinazolin-9-yl)-4-methyl-5-(trifluoromethyl)pyridin-2-amine NC1=NC=CC=C1[C@H](C)N1CCOC=2C=3C1=NC=NC3C=C(C2Cl)C2=C(C(=CC(=N2)N)C)C(F)(F)F